(2-((2-(2,6-dioxopiperidin-3-yl)-1-oxoisoindolin-4-yl)thio)ethyl)picolinamide O=C1NC(CCC1N1C(C2=CC=CC(=C2C1)SCCC=1C(=NC=CC1)C(=O)N)=O)=O